6-(2-amino-5-bromopyridin-3-yl)-8-fluoroisoquinolin-1(2H)-one NC1=NC=C(C=C1C=1C=C2C=CNC(C2=C(C1)F)=O)Br